4,4-dioctyl-cyclopenta[2,1-B:3,4-B']dithiophene C(CCCCCCC)C1(C2=C(SC=C2)C=2SC=CC21)CCCCCCCC